1-(methyl-d3)-4-(4-(4,4,5,5-tetramethyl-1,3,2-dioxaborolan-2-yl)-1H-pyrazol-1-yl)piperidine C(N1CCC(CC1)N1N=CC(=C1)B1OC(C(O1)(C)C)(C)C)([2H])([2H])[2H]